7-(6-(bis(4-methoxybenzyl)amino)-4-methyl-3-(trifluoromethyl)pyridin-2-yl)-2,4,6-trichloro-8-fluoroquinoline-3-carbonitrile COC1=CC=C(CN(C2=CC(=C(C(=N2)C2=C(C=C3C(=C(C(=NC3=C2F)Cl)C#N)Cl)Cl)C(F)(F)F)C)CC2=CC=C(C=C2)OC)C=C1